5-{8-chloro-[1,2,4]triazolo[1,5-a]1,6-naphthyridin-4-yl}-4-methylpyridine-2-carboxylic acid methyl ester COC(=O)C1=NC=C(C(=C1)C)C=1C=2N(C3=CC(=NC=C3C1)Cl)N=CN2